COC1=C(C=C(C=C1)C)N1C(NN=C1)=O 4-(2-methoxy-5-methylphenyl)-2H-1,2,4-triazol-3-one